2,2'-Azobis[2-methylpropionamidine] dihydrochloride Cl.Cl.N(=NC(C(=N)N)(C)C)C(C(=N)N)(C)C